FC1(CC(C1)NC1=NN2C(C=N1)=C(C=C2)C=2C=C1C(=NC2)N=C(N1CC(F)F)C)F N-(3,3-difluorocyclobutyl)-5-(1-(2,2-difluoroethyl)-2-methyl-1H-imidazo[4,5-b]pyridin-6-yl)pyrrolo[2,1-f][1,2,4]triazin-2-amine